FC(CN1C(=NC=2C1=NC(=CC2)C2=CNC=1N=C(N=CC12)NCC=1C=NC(=CC1)N1CCN(CC1)C)C)F 5-(3-(2,2-difluoroethyl)-2-methyl-3H-imidazo[4,5-b]pyridin-5-yl)-N-((6-(4-methylpiperazin-1-yl)pyridin-3-yl)methyl)-7H-pyrrolo[2,3-d]pyrimidin-2-amine